COC(C[C@H](C1=CC(=CC=C1)I)N)=O |r| (±)-3-Amino-3-(3-iodo-phenyl)-propionic acid methyl ester